CN1S(C=2N(C(C1)C(=O)OC)C(C(=C(C2C2=CC(=CC=C2)C(F)(F)F)CC2=CC=CC1=CC=CC=C21)C(NCCC)=O)=O)(=O)=O methyl 2-methyl-8-(naphthalen-1-ylmethyl)-6-oxo-7-(propylcarbamoyl)-9-(3-(trifluoromethyl)phenyl)-3,4-dihydro-2H,6H-pyrido[1,2-e][1,2,5]thiadiazine-4-carboxylate 1,1-dioxide